[Na].COC1=CC=C(C=C1)C=CO p-methoxy-phenyl-vinyl alcohol sodium salt